6-chloro-N-(2-(methylsulfonyl)ethyl)-3-(trifluoromethyl)-1-((2-(trimethylsilyl)ethoxy)methyl)-1H-pyrrolo[2,3-b]pyridin-4-amine ClC=1C=C(C2=C(N1)N(C=C2C(F)(F)F)COCC[Si](C)(C)C)NCCS(=O)(=O)C